(5-ethoxycarbonyl-6-phenyl-1,6-dihydropyrimidin-2-one-4-yl)methanesulfonic acid C(C)OC(=O)C1=C(NC(NC1C1=CC=CC=C1)=O)CS(=O)(=O)O